n-dodecane-d26 [2H]C([2H])([2H])C([2H])([2H])C([2H])([2H])C([2H])([2H])C([2H])([2H])C([2H])([2H])C([2H])([2H])C([2H])([2H])C([2H])([2H])C([2H])([2H])C([2H])([2H])C([2H])([2H])[2H]